(S)-3-(2-chloro-4-((3-chloro-4-((R)-3-chloro-2-hydroxypropoxy)phenyl)sulfonyl)phenoxy)propane-1,2-diol ClC1=C(OC[C@H](CO)O)C=CC(=C1)S(=O)(=O)C1=CC(=C(C=C1)OC[C@H](CCl)O)Cl